C1(CCCCC1)NC(C1=CC=C(C(=O)NC2CCCCC2)C=C1)=O N,N'-dicyclohexyl-terephthalamide